6-(2-methyl-4-(N-methylpropanamidyl)phenyl)-N-(pyridin-3-ylmethyl)nicotinamide CC1=C(C=CC(=C1)N(C(CC)=O)C)C1=NC=C(C(=O)NCC=2C=NC=CC2)C=C1